5-CYANO-1-METHYL-1H-PYRROL-2-YLBORONIC ACID C(#N)C1=CC=C(N1C)B(O)O